5-heptenyltrimethoxysilane C(CCCC=CC)[Si](OC)(OC)OC